(1S,5R)-6-(4-(1,1-dioxidothiomorpholino)phenyl)-9,9-dimethyl-2,6-diazabicyclo[3.2.2]nonan-3-one O=S1(CCN(CC1)C1=CC=C(C=C1)N1[C@@H]2CC(N[C@H](C1)CC2(C)C)=O)=O